F[B-](F)(F)F.C(C)(C)(C)[PH+](C(C)(C)C)C(C)(C)C tri-tert-butyl-phosphonium tetrafluoroborate